F[C@@]12[C@]3(C=CC(C=C3CC[C@H]1[C@@H]1C[C@H]([C@](C(CO)=O)([C@]1(C[C@@H]2O)C)O)O)=O)C 9α-fluoro-11β,16α,17,21-tetrahydroxypregna-1,4-diene-3,20-dione